C1(CC1)CN(C1=C(C=C2C(=N1)COC2)C(=O)O)C 2-[cyclopropylmethyl-(methyl)amino]-5,7-dihydrofuro[3,4-b]pyridine-3-carboxylic acid